[Cl-].C(CCCCCCCCCCCCCCCCCCC)[N+](C)(C)C arachidyl-trimethylammonium chloride